C(#N)C1(CC1)C(=O)OCC ethyl 1-cyanocyclopropane-1-carboxylate